2,2'-((3-bromo-4-((2,5-dimethoxy-4-((4-nitrophenyl)diazenyl)phenyl)diazenyl)phenyl)azanediyl)bis(ethan-1-ol) BrC=1C=C(C=CC1N=NC1=C(C=C(C(=C1)OC)N=NC1=CC=C(C=C1)[N+](=O)[O-])OC)N(CCO)CCO